2-((5'-methyl-6-((2-oxido-4-(pyridin-4-yl)-1,3,2-dioxaphosphinan-2-yl)oxy)-4-pentyl-2'-(prop-1-en-2-yl)-[1,1'-biphenyl]-2-yl)oxy)-4-(pyridin-4-yl)-1,3,2-dioxaphosphinane 2-oxide CC=1C=CC(=C(C1)C1=C(C=C(C=C1OP1(OCCC(O1)C1=CC=NC=C1)=O)CCCCC)OP1(OCCC(O1)C1=CC=NC=C1)=O)C(=C)C